CC(CCOC1=CC=CC(=N1)B(O)O)(C)C (6-(3,3-Dimethylbutoxy)pyridin-2-yl)boronic acid